COC1=C(C(=O)Cl)C=C(C=C1OC)OC 2,3,5-trimethoxybenzoyl chloride